[Sn+4].C/C(=C(/CCCCCCC(C(=O)[O-])O)\C)/CCCCCCCC.C/C(=C(/CCCCCCC(C(=O)[O-])O)\C)/CCCCCCCC.C/C(=C(/CCCCCCC(C(=O)[O-])O)\C)/CCCCCCCC.C/C(=C(/CCCCCCC(C(=O)[O-])O)\C)/CCCCCCCC dimethylhydroxy(oleate) tin